4-[(5R)-5H-pyrrolo[1,2-c]imidazol-5-yl]-3-fluoro-benzonitrile C1=C2N(C=N1)[C@H](C=C2)C2=C(C=C(C#N)C=C2)F